CC1C(C(CC=C1)(C)C)C(CCC)=O 1-(2,6,6-trimethyl-3-cyclohexen-1-yl)-1-butanon